2-((2R,5S)-5-methyl-2-(3,4,5-trifluorophenyl)piperidin-1-yl)-2-oxoacetamide C[C@H]1CC[C@@H](N(C1)C(C(=O)N)=O)C1=CC(=C(C(=C1)F)F)F